C(C)S(=O)(=O)NC1=C(C=C(C=C1)C1=C2C(=NC(=C1)NC(C(C)C)=O)NC=C2)F N-(4-(4-(ethylsulfonylamino)-3-fluorophenyl)-1H-pyrrolo[2,3-b]pyridin-6-yl)isobutyramide